9-[(1R)-1-(3,5-difluoroanilino)ethyl]-7-[(3R)-3-(dimethylamino)pyrrolidine-1-carbonyl]-2-morpholino-pyrido[1,2-a]pyrimidin-4-one FC=1C=C(N[C@H](C)C2=CC(=CN3C2=NC(=CC3=O)N3CCOCC3)C(=O)N3C[C@@H](CC3)N(C)C)C=C(C1)F